(S)-1-methyl-N-(3-(1-((3-methyl-1H-pyrazolo[3,4-b]pyrazin-5-yl)amino)ethyl)phenyl)-3-(trifluoromethyl)-1H-pyrazole-5-carboxamide CN1N=C(C=C1C(=O)NC1=CC(=CC=C1)[C@H](C)NC=1N=C2C(=NC1)NN=C2C)C(F)(F)F